CC1(C2N(C=3C=CC=CC13)CCO2)C 9,9-dimethyl-2,3-dihydrooxazolo[3,2-a]indol